COC1=CC=C(CN2C(N(CCC2=O)C2=CC=C(C=C2)C2CN(C2)C(=O)OC(C)(C)C)=O)C=C1 tert-butyl 3-(4-(3-(4-methoxybenzyl)-2,4-dioxotetrahydropyrimidin-1(2H)-yl)phenyl)azetidine-1-carboxylate